4-methoxy-6-(pyridin-3-ylmethoxy)pyrimidine COC1=NC=NC(=C1)OCC=1C=NC=CC1